3,7-dimethyl-2,6-octadiene-1-ol CC(=CCO)CCC=C(C)C